N-[(6S,7S)-5-(3,3-difluoro-2-hydroxy-2-methyl-propanoyl)-6-[[2-fluoro-3-(3-fluorophenyl)phenyl]methyl]-5-azaspiro[2.4]heptan-7-yl]-1-fluoro-methanesulfonamide FC(C(C(=O)N1CC2(CC2)[C@@H]([C@@H]1CC1=C(C(=CC=C1)C1=CC(=CC=C1)F)F)NS(=O)(=O)CF)(C)O)F